FC1=CC=C(C=C1)[C@@](C)(C=1C=NC(=NC1)N1CCNCC1)N (S)-1-(4-fluorophenyl)-1-[2-(piperazine-1-yl)pyrimidine-5-yl]ethylamine